5-[(2R)-4-[4-chloro-2-(trifluoromethyl)benzoyl]-2-ethylpiperazin-1-yl]-2'-ethoxy-N-[(3S)-pyrrolidin-3-yl]-[2,3'-bipyridine]-6-carboxamide ClC1=CC(=C(C(=O)N2C[C@H](N(CC2)C=2C=CC(=NC2C(=O)N[C@@H]2CNCC2)C=2C(=NC=CC2)OCC)CC)C=C1)C(F)(F)F